(2R,5S)-4-(tert-butoxycarbonyl)-5-methylmorpholine-2-carboxylic acid C(C)(C)(C)OC(=O)N1C[C@@H](OC[C@@H]1C)C(=O)O